2-(4'-amino-2',6'-dichloro-[1,1'-biphenyl]-4-yl)-1,1,1,3,3,3-hexafluoropropane-2-ol NC1=CC(=C(C(=C1)Cl)C1=CC=C(C=C1)C(C(F)(F)F)(C(F)(F)F)O)Cl